ClC1=CC=C2C(N(C(=NC2=C1)NN)COCC[Si](C)(C)C)=O 7-chloro-2-hydrazino-3-((2-(trimethylsilyl)ethoxy)methyl)-quinazolin-4(3H)-one